trans-cyclohexyl 3-hydroxyazetidine-1-carboxylate OC1CN(C1)C(=O)OC1CCCCC1